(6-(chloromethyl)pyridazin-3-yl)methanamine ClCC1=CC=C(N=N1)CN